3-(7-bromo-5-[[2-(trimethylsilyl)ethoxy]methyl]pyrrolo[3,2-d]pyrimidin-2-yl)-2-fluoropyridine BrC1=CN(C2=C1N=C(N=C2)C=2C(=NC=CC2)F)COCC[Si](C)(C)C